C1=CC=CC=2C3=CC=CC=C3C(C12)COC(=O)N[C@H](C(=O)O)CC#C (2s)-2-({[(9H-Fluoren-9-yl)methoxy]carbonyl}amino)pent-4-ynoic acid